7-chloro-6-fluoro-4-hydroxy-1-(2-isopropyl-4-methylpyridin-3-yl)3-nitro-1,8-naphthyridin-2(1H)-one ClC1=C(C=C2C(=C(C(N(C2=N1)C=1C(=NC=CC1C)C(C)C)=O)[N+](=O)[O-])O)F